Dopamine-HCL Cl.NCCC1=CC(O)=C(O)C=C1